OC=1C=C(C=CC1O)C(C(=O)NC=1SC=C(N1)C=1N=NC=CC1)=C 3,4-dihydroxyphenyl-N-(4-(pyridazin-3-yl)thiazol-2-yl)acrylamide